NC1=CC(=C2C(N(CCCCC[C@@](C3=NN=C(C1=N2)O3)(C(F)(F)F)O)C=3C=NN(C3)C)=O)C(F)(F)F (6R)-17-Amino-6-hydroxy-12-(1-methylpyrazol-4-yl)-6,15-bis(trifluoromethyl)-19-oxa-3,4,12,18-tetrazatricyclo[12.3.1.12,5]nonadeca-1(18),2,4,14,16-pentaen-13-one